tert-butyl 3-bromo-4-(methoxy-d3)-1H-indole-1-carboxylate BrC1=CN(C2=CC=CC(=C12)OC([2H])([2H])[2H])C(=O)OC(C)(C)C